Deuterium [2H][2H]